sodium (5-(2-(4-carbamoylphenylamino)-5-methylpyrimidin-4-ylamino)-2-oxobenzo[d]oxazol-3(2H)-yl)methyl phosphate P(=O)(OCN1C(OC2=C1C=C(C=C2)NC2=NC(=NC=C2C)NC2=CC=C(C=C2)C(N)=O)=O)([O-])[O-].[Na+].[Na+]